3-(3-methoxypropyl)-8-(6-((3-(2-oxo-1-pyrrolidinyl)propyl)amino)-3-pyridyl)-1-propylxanthine COCCCN1C(N(C(C=2NC(=NC12)C=1C=NC(=CC1)NCCCN1C(CCC1)=O)=O)CCC)=O